tert-butyl 1,3,4,6,7,8,9,9a-octahydropyrazino[1,2-a]pyrazine-2-carboxylate C1C2N(CCN1C(=O)OC(C)(C)C)CCNC2